1,3,3-trimethyl-2-oxo-2,3-dihydro-1H-pyrrolo[2,3-b]pyridine-5-sulfonyl chloride CN1C(C(C=2C1=NC=C(C2)S(=O)(=O)Cl)(C)C)=O